methyl 6-bromo-8-fluoro-4-methylquinoline-3-carboxylate BrC=1C=C2C(=C(C=NC2=C(C1)F)C(=O)OC)C